FC1=C(C(=C(C(=C1F)F)F)F)[B-](C1=C(C(=C(C(=C1F)F)F)F)F)(C1=C(C(=C(C(=C1F)F)F)F)F)C1=C(C(=C(C(=C1F)F)F)F)F.C[NH+](C1=CC=CC=C1)CCCCCCCC methyl-N-octylanilinium [tetrakis(perfluorophenyl)borate]